C(C)(C)(C)OC(=O)N[C@@H](CC(C)C)C(=O)N[C@@H](CCSC)C(=O)N t-butoxycarbonyl-L-leucyl-L-methionine amide